3-butyl-1-methyl-1H-imidazol-3-ium hydroxide [OH-].C(CCC)[N+]1=CN(C=C1)C